(6-chloro-9-cyclopropylmethyl-1-methyl-9H-pyrido[3,4-b]indol-8-yl)-3-methyl-pyridine-2-carbonitrile ClC=1C=C2C3=C(N(C2=C(C1)C1=C(C(=NC=C1)C#N)C)CC1CC1)C(=NC=C3)C